(1S,3R)-3-acetamidocyclohexanecarboxylic acid C(C)(=O)N[C@H]1C[C@H](CCC1)C(=O)O